C(CCC(=O)[O-])(=O)[O-].C(C)(C)(C)[Zn+2] mono-tert-butyl-zinc succinate